C(C)(=O)N1CCC(CC1)OC1=CC(=C(C(=O)N2CCC(CC2)N2C(OCC3=C2C=CC=C3)=O)C=C1)OC 1-[1-[4-(1-acetylpiperidin-4-yl)oxy-2-methoxybenzoyl]piperidin-4-yl]-4H-3,1-benzoxazin-2-one